butyl 3-(dimethylphosphoryl)-1H-indole-1-carboxylate CP(=O)(C)C1=CN(C2=CC=CC=C12)C(=O)OCCCC